[N+](=O)([O-])C=1OC(=CC1)CO[N+](=O)[O-] 2-nitro-5-nitro-oxymethyl-furan